S1C(=NC2=C1C=CC=C2)N2CCC(CC2)N2C1=C(N(C(C2=O)=O)C)C=C(C=N1)F 4-(1-(benzo[d]thiazol-2-yl)piperidin-4-yl)-7-fluoro-1-methyl-1,4-dihydropyrido[2,3-b]pyrazine-2,3-dione